C(C)(C)(C)NC(CN1C(C2=CC(=NC=C2C=C1C1=C(C(=CC(=C1Cl)OC)OC)Cl)Cl)=O)=O N-(tert-butyl)-2-(7-chloro-3-(2,6-dichloro-3,5-dimethoxyphenyl)-1-oxo-2,6-naphthyridin-2(1H)-yl)acetamide